ethyl 2-(5-(2-(azetidin-1-yl)ethyl)-2-oxo-4-(trifluoromethyl)pyridin-1(2H)-yl)-4-fluoro-4-methylpentanoate N1(CCC1)CCC=1C(=CC(N(C1)C(C(=O)OCC)CC(C)(C)F)=O)C(F)(F)F